ClC1=CC=C(C=C1)N(C(=O)[C@H]1N(CCC1)C([C@H](C(C)(C)C)NC(=O)C1=CC2=C(S1)C=CC(=C2)C(F)(F)P(O)(O)=O)=O)CCC(=O)N(C)C ((2-(((S)-1-((S)-2-((4-chlorophenyl)(3-(dimethylamino)-3-oxopropyl)carbamoyl)pyrrolidin-1-yl)-3,3-dimethyl-1-oxobutan-2-yl)carbamoyl)benzo[b]thiophen-5-yl)difluoromethyl)phosphonic acid